5-(2,3-dichlorophenyl)-2-(((2-(dimethylamino)ethyl)amino)methylene)cyclohexane-1,3-dione ClC1=C(C=CC=C1Cl)C1CC(C(C(C1)=O)=CNCCN(C)C)=O